4-[(4-{[ethoxy([2-(pyridin-2-yl)ethyl]amino)-phosphoryl]methyl}phenyl)carbamoyl]butanoic acid C(C)OP(=O)(NCCC1=NC=CC=C1)CC1=CC=C(C=C1)NC(=O)CCCC(=O)O